3-(5-(1-Methyl-4-phenyl-1H-imidazol-5-yl)-1-oxoisoindolin-2-yl)piperidine-2,6-dione CN1C=NC(=C1C=1C=C2CN(C(C2=CC1)=O)C1C(NC(CC1)=O)=O)C1=CC=CC=C1